Pin-2-Ene-1-Carbaldehyde C12(C(=CCC(C1(C)C)C2)C)C=O